C(C1=CC=CC=C1)NC(OC1=CC(=C(C=C1)OC)C=1C=NC=C(C1)C1=CC=NO1)=O 3-(5-(isoxazol-5-yl)pyridin-3-yl)-4-methoxyphenyl benzylcarbamate